tert-butyl (3S,4S)-4-(6-(3-((2-methoxy-4-(methylsulfonyl)phenyl)amino)prop-1-yn-1-yl)-1-(2,2,2-trifluoroethyl)-1H-benzo[d]imidazole-4-carboxamido)-3-methylpiperidine-1-carboxylate COC1=C(C=CC(=C1)S(=O)(=O)C)NCC#CC=1C=C(C2=C(N(C=N2)CC(F)(F)F)C1)C(=O)N[C@@H]1[C@H](CN(CC1)C(=O)OC(C)(C)C)C